(5-Methoxy-1H-indazol-3-yl)(4-(2-(trifluoromethyl)phenyl)piperidin-1-yl)methanone COC=1C=C2C(=NNC2=CC1)C(=O)N1CCC(CC1)C1=C(C=CC=C1)C(F)(F)F